ClCC1=NC2=C(N1CN1OC=CC=N1)C=C(C=C2)C(=O)OC methyl (S)-2-(chloromethyl)-1-(oxadiazine-2-ylmethyl)-1H-benzo[d]imidazole-6-carboxylate